C(C)(C)OCC1=CC=C(C=C1)O 4-(isopropoxymethyl)phenol